3-bromo-5-(2-ethyl-2H-pyrazolo[3,4-d]pyrimidine-3-carbonyl)-2-hydroxybenzonitrile BrC=1C(=C(C#N)C=C(C1)C(=O)C=1N(N=C2N=CN=CC21)CC)O